COC1=CC=C(C=C1)C1=NC2=C(N1)C=CC=C2 2-(4-methoxyphenyl)-1H-benzo[d]Imidazole